2-bromo-6-(hydroxymethyl)-4-methoxyphenol BrC1=C(C(=CC(=C1)OC)CO)O